Tert-butyl (8aS)-5-bromo-8a,9,11,12-tetrahydropyrazino[2',1':3,4][1,4]-oxazepino[5,6,7-de]quinazoline-10(8H)-carboxylate BrC=1C=C2C3=C(N=CN=C3C1)N1[C@H](CO2)CN(CC1)C(=O)OC(C)(C)C